C1(CC1)S(=O)(=O)N1N=CC(=C1)C1=NC=CC(=N1)NC1=NC=C(C(=C1)NCC1=CC=C(C=C1)CN(C)C)C#CC=1C=NN(C1)CC(F)F N2-(2-(1-(Cyclopropylsulfonyl)-1H-pyrazol-4-yl)pyrimidin-4-yl)-5-((1-(2,2-difluoroethyl)-1H-pyrazol-4-yl)ethynyl)-N4-(4-((dimethylamino)methyl)benzyl)pyridine-2,4-diamine